N1(CC[C@H]2CNCC[C@H]21)C(=O)OC(C)(C)C tert-butyl (3aS,7aR)-2,3,3a,4,5,6,7,7a-octahydropyrrolo[3,2-c]pyridine-1-carboxylate